C(/C1=CC=CC=C1)=C/1\C(N(C(S1)=O)CCCCCCC(=O)O)=O (Z)-7-(5-benzylidene-2,4-dioxothiazolidine-3-yl)heptanoic acid